tert-butyl 4-(3-((4-cyano-2-fluorobenzyl)oxy)-1H-pyrazol-1-yl)piperidine-1-carboxylate C(#N)C1=CC(=C(COC2=NN(C=C2)C2CCN(CC2)C(=O)OC(C)(C)C)C=C1)F